5-ethynyl-6-fluoro-4-(8-fluoro-2-{[(2R,7aS)-2-fluorotetrahydro-1H-pyrrolizin-7a(5H)-yl]methoxy}-4-[(3R)-3-methoxypiperidin-1-yl]pyrido[4,3-d]pyrimidin-7-yl)naphthalen-2-ol C(#C)C1=C2C(=CC(=CC2=CC=C1F)O)C1=C(C=2N=C(N=C(C2C=N1)N1C[C@@H](CCC1)OC)OC[C@]12CCCN2C[C@@H](C1)F)F